N1CC(C1)N1N=CC(=C1)C=1C=NC2=CC=C(C=C2C1)C=1N=CNC1C1=NC(=CC=C1)C 3-[1-(azetidin-3-yl)pyrazol-4-yl]-6-[5-(6-methyl-2-pyridyl)-1H-imidazol-4-yl]quinoline